3-methyl-5-(N-(2-chlorobenzyl)-N-phenethylsulfamoyl)benzofuran-2-carboxylic acid ethyl ester C(C)OC(=O)C=1OC2=C(C1C)C=C(C=C2)S(N(CCC2=CC=CC=C2)CC2=C(C=CC=C2)Cl)(=O)=O